Benzyl-4-benzyloxybenzoat C(C1=CC=CC=C1)OC(C1=CC=C(C=C1)OCC1=CC=CC=C1)=O